(5-chloro-7-morpholinopyrazolo[1,5-a]pyrimidin-2-yl)(4-(methylsulfonyl)piperazin-1-yl)methanone ClC1=NC=2N(C(=C1)N1CCOCC1)N=C(C2)C(=O)N2CCN(CC2)S(=O)(=O)C